ClC=1C=C2C(OCCC=3C=CC(=CC3C=3C=C(C=C(NS(C(C1O)=C2)(=O)=O)C3)N3CCOCC3)F)=O 14-chloro-4-fluoro-15-hydroxy-21-morpholino-17,17-dioxo-10-oxa-17λ6-thia-18-azatetracyclo[17.3.1.112,16.02,7]tetracosa-1(23),2(7),3,5,12,14,16(24),19,21-nonaen-11-one